3,5-diisopropylphenylmagnesium bromide C(C)(C)C=1C=C(C=C(C1)C(C)C)[Mg]Br